COC1=CC=C(C=C1)CCCC=C 1-(4-methoxyphenyl)-pent-4-ene